O1CCN(CC1)C1=NC=NC(=N1)N 6-morpholino-1,3,5-triazin-2-amine